3-(1-([1,2,4]triazolo[4,3-b]pyridazin-6-yl)-3,5-dimethyl-1H-pyrazol-4-yl)-1-(4-(4-methoxyphenyl)piperazin-1-yl)propan-1-one N=1N=CN2N=C(C=CC21)N2N=C(C(=C2C)CCC(=O)N2CCN(CC2)C2=CC=C(C=C2)OC)C